CC=1C(=CC=C(O)C1)O 5-methylhydroquinone